O=C1NC(CCC1N1C(OC2=C1C=CC(=C2)N2CCC(CC2)N2CCC(CC2)CNC(OC(C)(C)C)=O)=O)=O tert-butyl ((1'-(3-(2,6-dioxopiperidin-3-yl)-2-oxo-2,3-dihydrobenzo[d]oxazol-6-yl)-[1,4'-bipiperidin]-4-yl)methyl)carbamate